tert-butyl 4-(3-((4-chloro-2-methoxybenzyl) oxy)-4-fluorophenyl)-3,6-dihydropyridine-1(2H)-carboxylate ClC1=CC(=C(COC=2C=C(C=CC2F)C=2CCN(CC2)C(=O)OC(C)(C)C)C=C1)OC